CC(CC(=O)C1=C(C(=C(OCC2=NC(=NO2)C=2C(=C(C(=O)OC)C=CC2)C)C=C1)C)O)(C)C Methyl 3-(5-((4-(3,3-dimethylbutanoyl)-3-hydroxy-2-methylphenoxy)methyl)-1,2,4-oxadiazol-3-yl)-2-methylbenzoate